Butoxycarbonyl-Trifluoromethyl-Sulfonamide C(CCC)OC(=O)NS(=O)(=O)C(F)(F)F